5-(1-isopropyl-2-methyl-1H-imidazo[4,5-b]pyridin-6-yl)-N-(cis-3-methoxycyclobutyl)-7H-pyrrolo[2,3-d]pyrimidin-2-amine C(C)(C)N1C(=NC2=NC=C(C=C21)C2=CNC=1N=C(N=CC12)N[C@@H]1C[C@@H](C1)OC)C